hexyldecyl-ethanolamine C(CCCCC)C(O)(CN)CCCCCCCCCC